ClC=1C=NC(=C(C(=O)NC2CCC(CC2)CN2C(C(C3=C(C=CC=C23)F)(O)C2=NC=C(C=C2)F)=O)C1)C(F)(F)F 5-chloro-N-((1r,4r)-4-((4-fluoro-3-(5-fluoropyridin-2-yl)-3-hydroxy-2-oxoindolin-1-yl)methyl)cyclohexyl)-2-(trifluoromethyl)nicotinamide